N-(4-((2-aminophenyl)carbamoyl)benzyl)-4-phenethoxyquinoline-2-carboxamide NC1=C(C=CC=C1)NC(=O)C1=CC=C(CNC(=O)C2=NC3=CC=CC=C3C(=C2)OCCC2=CC=CC=C2)C=C1